(R)-tert-butyl hexahydropyrrolo[1,2-a]pyrazine-2(1H)-carboxylate C1[C@@H]2N(CCN1C(=O)OC(C)(C)C)CCC2